C(C)(C)(C)OC(=O)N1C[C@H](CCC1)O (S)-N-t-butoxycarbonyl-3-hydroxypiperidine